C1(=CC=CC=C1)C1=C(C2=C(SC3=C2C=CC=C3)C=C1)C1=C(C(=C(C=C1)C1=CC=CC=C1)C1=C(C(=CC=3C2=CC=CC=C2CC13)C)C)C1=NN=NC=C1 (phenyl)[(phenyl)(dimethylfluorenyl)triazinylphenyl]dibenzothiophene